BrC1=CC=C(C=C1)[C@@H](N)C1=CC=CC=C1 (S)-(4-Bromophenyl)(Phenyl)Methanamine